N-(5-(5-(2-(hydroxymethyl)morpholinyl)benzo[d]oxazol-2-yl)-8-(methylamino)-2,7-naphthyridin-3-yl)cyclopropanecarboxamide OCC1CN(CCO1)C=1C=CC2=C(N=C(O2)C2=C3C=C(N=CC3=C(N=C2)NC)NC(=O)C2CC2)C1